5-fluoro-1-(3-fluorothiophen-2-yl)-1H-pyrazolo[3,4-b]pyridine-3-carboxamidine hydrochloride Cl.FC=1C=C2C(=NC1)N(N=C2C(=N)N)C=2SC=CC2F